OC(CC=C)CO 4,5-dihydroxy-1-pentene